N1CC(=C(C=C1)C(=O)[O-])C1=CC=NC=C1 dihydro-[3,4'-bipyridine]-4-carboxylate